CC12OCCC1C1(CCCC(C1CC2)(C)C)C 3a,6,6,9a-tetramethyl-dodecahydronaphtho[2,1-b]-furan